C(C1=CC=CC=C1)N1CCC(CC1)C1=C(N=CS1)C(=O)O 5-(1-benzylpiperidin-4-yl)-1,3-thiazole-4-carboxylic acid